(R)-4-amino-1-methylpyrrolidin-2-one N[C@@H]1CC(N(C1)C)=O